2-methoxy-3-(2-methyl-2H-1,2,3-triazol-4-yl)aniline COC1=C(N)C=CC=C1C1=NN(N=C1)C